C(C)(=O)O[C@@H](CCC(C)(C)C)C1=CC=CC=C1 (S)-4,4-dimethyl-1-phenylpentyl acetate